FC1=CC=C2C(=C(/C(/C2=C1)=C/C1=CC=C(C=C1)OC1=CC=C(C=C1)F)C)CC(=O)O (Z)-2-(6-fluoro-1-(4-(4-fluorophenoxy)benzylidene)-2-methyl-1H-inden-3-yl)-acetic acid